(S,E)-2-((3-(4-Fluorophenyl)acryloyl)oxy)-N-(2-hydroxyethyl)-N-(2-methoxybenzyl)ethan-1-amine oxide FC1=CC=C(C=C1)/C=C/C(=O)OCC[N@+](CC1=C(C=CC=C1)OC)(CCO)[O-]